BrC1=CC=C(C=C1)S(=O)(=O)C1=C(N=C(N(C1=O)C(=C)C=1C=C(C#N)C=CC1)CCCC)O 3-(1-(5-((4-bromophenyl)sulfonyl)-2-butyl-4-hydroxy-6-oxopyrimidin-1(6H)-yl)vinyl)benzonitrile